2-(1-((2-(trimethylsilyl)ethoxy)methyl)-1H-pyrazol-4-yl)-6,7,8,9-tetrahydrothieno[2,3-c]quinolin-4(5H)-one C[Si](CCOCN1N=CC(=C1)C1=CC2=C(C(NC=3CCCCC23)=O)S1)(C)C